3-(cyclohexylmethyl)-2,3-dihydropyrrolo[2,1-b]quinazolin-9(1H)-one C1(CCCCC1)CC1CCN2C1=NC=1C=CC=CC1C2=O